2,5-octanedione CC(CCC(CCC)=O)=O